[8-(3-methoxyphenyl)-2-methylsulfanyl-7-oxo-pyrido[2,3-d]pyrimidin-6-yl]-8-methyl-2,3-dihydroquinoxaline-1-carboxylic acid benzyl ester C(C1=CC=CC=C1)OC(=O)N1C(CNC2=CC=CC(=C12)C)C1=CC2=C(N=C(N=C2)SC)N(C1=O)C1=CC(=CC=C1)OC